C([C@@H]1[C@H]([C@@H]([C@H]([C@H](O1)O)NS(=O)(=O)O)O)O[C@H]2[C@@H]([C@H]([C@@H]([C@@H](O2)C(=O)O)O)O)O)OS(=O)(=O)O The molecule is a heparin disaccharide that is 2N,6-O-disulfo-alpha-D-glucosamine in which the hydroxy group at position 4 has been glycosylated by alpha-L-idopyranuronic acid. Sequence: IdoA-GlcNSO3(6-OSO3). It is a heparin disaccharide, an amino disaccharide and an oligosaccharide sulfate. It derives from a HP_dp02_0003.